C1(CC1)NC(=O)N1C=CC2=C1N=CN=C2OC2=CC=C(C=C2)NC(CC2=CC=C(C=C2)C(F)(F)F)=O N-cyclopropyl-4-(4-(2-(4-(trifluoromethyl)phenyl)acetamido)phenoxy)-7H-pyrrolo[2,3-D]pyrimidine-7-carboxamide